FC=1C=C(C=CC1C(F)(F)F)[C@@H](C(=O)N1CCN(CC1)C=1C2=C(N=CN1)[C@@H](C[C@H]2C)O)CN2CCN(CC2)C(C)C (R)-2-(3-fluoro-4-(trifluoromethyl)phenyl)-1-(4-((5R,7R)-7-hydroxy-5-methyl-6,7-dihydro-5H-cyclopenta[d]pyrimidin-4-yl)piperazin-1-yl)-3-(4-isopropylpiperazin-1-yl)propan-1-one